3-Hydroxy-5-(3-hydroxypiperazin-1-yl)-2,3-dihydro-1,4-benzodioxine OC1OC2=C(OC1)C=CC=C2N2CC(NCC2)O